4-(pentafluoro-λ6-sulfanyl)-N-[trans-4-(4-{1H-pyrrolo[2,3-c]pyridin-5-yl}benzenesulfonyl)cyclohexyl]aniline FS(C1=CC=C(N[C@@H]2CC[C@H](CC2)S(=O)(=O)C2=CC=C(C=C2)C=2C=C3C(=CN2)NC=C3)C=C1)(F)(F)(F)F